2-(8-bromo-[1,2,4]triazolo[1,5-a]pyridine-5-yl)-1,1,3,3-tetrafluoropropan-2-ol BrC=1C=2N(C(=CC1)C(C(F)F)(C(F)F)O)N=CN2